FC=1C=C(C=CC1)C=CC(=O)N[C@@H](CO)C1=CC2=CC(=CC=C2C=C1)OC (R)-3-(3-fluoro-phenyl)-N-[2-hydroxy-1-(7-methoxy-naphthalen-2-yl)-ethyl]-acrylamide